ClC1=C(C=C2C=C(N=CC2=C1)NC(=O)C1CCC(CC1)OC)C1CCN(CC1)[C@]1(COC[C@H]1O)C (3S,4S)-N-(7-chloro-6-(1-(4-hydroxy-3-methyltetrahydrofuran-3-yl)piperidin-4-yl)isoquinolin-3-yl)-4-methoxycyclohexane-1-carboxamide